C1(CC1)C=1C(=C(C=CC1)S(=O)(=O)C1=CN=C(C=C1C(=O)NCC(F)(F)C1=C(C=C(C=C1)C)C)C)F 5-[(3-cyclopropyl-2-fluorophenyl)sulfonyl]-N-[2-(2,4-dimethylphenyl)-2,2-difluoroethyl]-2-methylisonicotinamide